C(CCC)(=O)O.C1=CC=C2C=CC3=CC=CC4=CC=C1C2=C34.C3=CC=C4C=CC2=CC=CC1=CC=C3C4=C21 dipyrene butyrate